asparagine-13C4 N[13C@@H]([13CH2][13C](N)=O)[13C](=O)O